3-((5-chloro-8-hydroxyquinolin-7-yl)(pyridin-3-yl)methyl)-1,1-dimethylurea ClC1=C2C=CC=NC2=C(C(=C1)C(NC(N(C)C)=O)C=1C=NC=CC1)O